2-(methylamino)ethyl acrylate C(C=C)(=O)OCCNC